2'-chloro-5-(trifluoromethyl)-[1,1'-biphenyl]-2-carboxylic acid ClC1=C(C=CC=C1)C=1C(=CC=C(C1)C(F)(F)F)C(=O)O